IC1=CC=2N=C(N=C(C2S1)N[C@@H](COC)C)N (R)-6-iodo-N4-(1-methoxyprop-2-yl)thieno[3,2-d]Pyrimidine-2,4-diamine